NC=1C(=CC(=NC1Cl)C1=NC(=NC(=N1)NC(C(F)F)C)NC(C(F)F)C)F 6-(5-amino-6-chloro-4-fluoropyridin-2-yl)-N2,N4-bis(1,1-difluoropropan-2-yl)-1,3,5-triazine-2,4-diamine